C(C)(=O)NC1=CC=NN1C1=NN=C(S1)NC(=O)C1=CC(=C(C(O1)=O)OCCOC(C)(C)C)NC12CC(C1)C2 N-(5-(5-acetamido-1H-pyrazol-1-yl)-1,3,4-thiadiazol-2-yl)-4-(bicyclo[1.1.1]pentan-1-ylamino)-3-(2-(tert-butoxy)ethoxy)-2-oxo-2H-pyran-6-carboxamide